3-phenylamino-5-benzyl-1H-1,2,4-triazole C1(=CC=CC=C1)NC1=NNC(=N1)CC1=CC=CC=C1